BrC1=C(C2=C(S1)C(=C(S2)Br)OCCOCCOC)OCCOCCOC 2,5-dibromo-3,6-bis(2-(2-methoxyethoxy)ethoxy)thieno[3,2-b]thiophene